ClC1=C2C(=CNC2=C(C=C1)N1C[C@H](CCC1)C1=NC=C(C=C1)N1CCC(CC1)C(OCCCC)OCCCC)C#N |o1:12| 4-Chloro-7-[(3S*)-3-{5-[4-(dibutoxymethyl)piperidin-1-yl]pyridin-2-yl}piperidin-1-yl]-1H-indole-3-carbonitrile